2-(3-(3,3-difluoro-1-((4-methyl-4H-1,2,4-triazol-3-yl)-methyl)cyclobutyl)phenyl)-7-(difluoromethyl)-3-oxoisoindoline-5-carbaldehyde FC1(CC(C1)(CC1=NN=CN1C)C=1C=C(C=CC1)N1CC2=C(C=C(C=C2C1=O)C=O)C(F)F)F